C1(CC1)C1=CC=C(C(N1C1=C(C=C(C=C1)OC)C)=O)C(=O)O 6-cyclopropyl-1-(4-methoxy-2-methylphenyl)-2-oxo-1,2-dihydropyridine-3-carboxylic acid